O1C(=CC=C1C(=O)O)C(=O)O.C1(CCCCC1)(CO)CO cyclohexanedimethanol furan-2,5-dicarboxylate